ethyl (piperidin-4-ylmethyl)carbamate, hydrochloride Cl.N1CCC(CC1)CNC(OCC)=O